3-(vinyloxymethyl)-3-ethyloxetane C(=C)OCC1(COC1)CC